C(C)C=1C=C(C=CC1)S(=O)(=O)N 3-ethylbenzenesulfonamide